O=C1NC(CCC1N1C(C2=CC=C(C=C2C1=O)NC[C@@H]1C[C@@H](C1)N1N=CC(=C1)C1=NC2=CC=CC=C2N=C1)=O)=O 2-(2,6-dioxopiperidin-3-yl)-5-(((cis-3-(4-(quinoxalin-2-yl)-1H-pyrazol-1-yl)cyclobutyl)methyl)amino)isoindoline-1,3-dione